C(CC)C1=CC2C3C=CC(C12)C3 4-n-propyltricyclo[4.2.1.02,5]non-3,7-diene